Cl.CN1CC2=CC(=CC=C2CC1)B(O)O 2-methyl-3,4-dihydro-1H-isoquinolin-7-ylboronic acid hydrogen chloride